ClC=1C=CC(=CC1Cl)C(=O)O 5,6-dichlorobenzene-2-carboxylic acid